3-vinyl-oxetan-3-ol C(=C)C1(COC1)O